C(#N)CNC(C1=C(N=CC=C1)C(F)(F)F)=O N-cyanomethyl-(trifluoromethyl)nicotinamide